N1=C(C=CC=C1)CCC=O 3-(2-pyridinyl)-1-propanone